3-((cyclohexyl(methyl)amino)methyl)benzoate C1(CCCCC1)N(C)CC=1C=C(C(=O)[O-])C=CC1